C(C1=CC=CC=C1)N1CCN(CCN(CCC1)CC=1C(=C(C=C(C1)C)NC(CP(O)(O)=O)=O)O)CC=1C(=C(C=C(C1)C)NC(CP(O)(O)=O)=O)O {(7-benzyl-1,4,7-triazecane-1,4-diyl)bis[methylene(2-hydroxy-5-methyl-3,1-phenylene)azanediyl(2-oxoethane-2,1-diyl)]}bis(phosphonic acid)